((S)-1-(((S)-3-cyclopropyl-1-oxo-1-(((S)-1-oxo-3-((S)-2-oxopyrrolidin-3-yl)propan-2-yl)amino)propan-2-yl)amino)-3-(naphthalen-1-yl)-1-oxopropan-2-yl)carbamate C1(CC1)C[C@@H](C(N[C@H](C=O)C[C@H]1C(NCC1)=O)=O)NC([C@H](CC1=CC=CC2=CC=CC=C12)NC([O-])=O)=O